3-(3-(3-chloro-5-(trifluoromethyl)pyridin-2-yl)-6-fluoro-2-oxo-2,3-dihydrobenzothiazol-5-yl)-5-(isopropylidene)oxazolidine-2,4-dione ClC=1C(=NC=C(C1)C(F)(F)F)N1C(SC2=C1C=C(C(=C2)F)N2C(OC(C2=O)=C(C)C)=O)=O